C[C@@]12C[C@H](N([C@H]2C1)C(CNC(C1=CC=C(C=C1)OC1=CC=CC=C1)=O)=O)C(=O)OC methyl (1S,3S,5S)-5-methyl-2-((4-phenoxybenzoyl)glycyl)-2-azabicyclo[3.1.0]-hexane-3-carboxylate